tri(tert-butyl)ammonium C(C)(C)(C)[NH+](C(C)(C)C)C(C)(C)C